methylaluminum bis(neodecanoate) C(CCCCCC(C)(C)C)(=O)[O-].C(CCCCCC(C)(C)C)(=O)[O-].C[Al+2]